BrC=1C=C2C(=NC1)NC(=N2)CSC2=NC1=NC=CN=C1C(N2CCC2=CC=CC=C2)=O 2-(((6-Bromo-3H-imidazo[4,5-b]pyridin-2-yl)methyl)thio)-3-phenethylpteridin-4(3H)-one